COC(C1=CC=C(C=C1)CN1C2=CC=CC=C2C=2CCN(CC12)C(C1=CC(=CC=C1)CBr)=O)=O 4-[2-(3-bromomethylbenzoyl)-2,3,4,9-tetrahydro-1H-β-carbolin-9-ylmethyl]-benzoic acid methyl ester